6-(4-(2,4-difluorophenoxy)piperidin-1-yl)-5-nitronicotinonitrile FC1=C(OC2CCN(CC2)C2=NC=C(C#N)C=C2[N+](=O)[O-])C=CC(=C1)F